2-(1H-imidazol-1-yl)-8-(((1r,4r)-4-methoxycyclohexyl)amino)-5-methylpyrido[3,2-d]pyrimidin-6(5H)-one N1(C=NC=C1)C=1N=CC2=C(N1)C(=CC(N2C)=O)NC2CCC(CC2)OC